C1=CC=C(C(=C1)N)OC2=CC=CC=C2N 2,2'-diaminodiphenyl ether